3-[(aminocarbonyl)amino]-5-bromo-2-thiophenecarboxylic acid methyl ester COC(=O)C=1SC(=CC1NC(=O)N)Br